6-(((6-methylbenzo[d]oxazol-2-yl)methyl)thio)-1-cyclohexyl-1,5-dihydro-4H-pyrazolo[3,4-d]pyrimidin-4-one CC1=CC2=C(N=C(O2)CSC=2NC(C3=C(N2)N(N=C3)C3CCCCC3)=O)C=C1